C(C1=CC=CC=C1)N1C=CC2=CC(=CC=C12)OC=1N=C(C2=C(N1)C=NC=C2)O 2-(1-benzyl-1H-indol-5-yloxy)-pyrido[3,4-d]pyrimidine-4-ol